ethylene 2,5-furandicarboxylate terephthalate C(C1=CC=C(C(=O)O)C=C1)(=O)O.O1C2=CC=C1C(=O)OCCOC2=O